C[C@H]1CC[C@H]2[C@H]1C(=O)OC=C2C The molecule is a cyclopentapyran that is (4aS,7aS)-1,4a,5,6,7,7a-hexahydrocyclopenta[c]pyran substituted at position 1 by an oxo group and at positions 4 and 7 by methyl groups, respectively (the 4aS,7S,7aS-diastereomer). An iridoid monoterpenoid isolated from several Nepeta plant species. It exhibits potent repellant activity against house dust mites and mosquitoes. It has a role as an insect repellent, a plant metabolite, an antibacterial agent and an antifungal agent. It is an iridoid monoterpenoid and a cyclopentapyran.